C(C)(C)(C)OC(=O)N1CCNC2=CC=CC=C12 3,4-dihydroquinoxaline-1(2H)-carboxylic acid tert-butyl ester